BrCC1=CC=C(C=C1)C#CC1=C2CN(C(C2=CC=C1)=C=O)N1C(CCCC1=O)=O (4-((4-(bromomethyl)phenyl)ethynyl)-1-carbonylisoindoline-2-yl)piperidine-2,6-dione